FC1=C(C=CC(=C1)S(=O)(=O)C)C=1N=C2SC(=NN2C1)O[C@@H](C)C1CCN(CC1)C(=O)OC(C)C isopropyl 4-((S)-1-(6-(2-fluoro-4-(methylsulfonyl)phenyl)imidazo[2,1-b][1,3,4]thiadiazol-2-yloxy)ethyl)piperidine-1-carboxylate